OC[C@H](C1=CC=CC=C1)NC1=NC(=NC=C1C1=NC(=NO1)C12CCN(CC1)CC2)NC=2C=C1C(=C(OC(C1=CC2)=O)C)C (S)-6-((4-((2-hydroxy-1-phenylethyl)amino)-5-(3-(quinuclidin-4-yl)-1,2,4-oxadiazol-5-yl)pyrimidin-2-yl)amino)-3,4-dimethyl-1H-isochromen-1-one